2-({6-[(1,3-benzothiazol-2-yl)amino]-5-(hydroxymethyl)-4-methylpyridazin-3-yl}amino)-1,3-thiazole-4-carboxylic acid S1C(=NC2=C1C=CC=C2)NC2=C(C(=C(N=N2)NC=2SC=C(N2)C(=O)O)C)CO